1,2-dibromo-5-chloro-3-fluorobenzene BrC1=C(C(=CC(=C1)Cl)F)Br